2-(2-(6-chloro-1H-pyrrolo[2,3-b]pyridin-4-yl)-6-((R)-3-methylmorpholino)-pyrimidin-4-yl)-1-(cyclopropylimino)-2-methyltetrahydro-1H-1λ6-thiophene 1-oxide ClC1=CC(=C2C(=N1)NC=C2)C2=NC(=CC(=N2)C2(S(CCC2)(=NC2CC2)=O)C)N2[C@@H](COCC2)C